(4-fluorophenyl)ethylene oxide FC1=CC=C(C=C1)C1CO1